[N+](=O)([O-])CCCC nitron-butane